9-(3,5-di-tert-butylphenyl)-9H-carbazole-4-ol C(C)(C)(C)C=1C=C(C=C(C1)C(C)(C)C)N1C2=CC=CC=C2C=2C(=CC=CC12)O